OCC=1N=CC2=C(N1)N(C(C21CC1)=O)C1=CC=C(C=C1)N1CCOCC1 2'-(hydroxymethyl)-7'-(4-morpholinophenyl)spiro[cyclopropane-1,5'-pyrrolo[2,3-d]pyrimidine]-6'-one